OC=1C(=CC2=C(C(=C(O2)C)C(=O)OCC)C1)C ethyl 5-hydroxy-2,6-dimethylbenzofuran-3-carboxylate